5-(4-chloro-2-fluoropyridin-3-yl)isoindoline trifluoroacetic Acid Salt FC(C(=O)O)(F)F.ClC1=C(C(=NC=C1)F)C=1C=C2CNCC2=CC1